5-((4-(hydroxymethyl) phenyl) amino)-5-oxopentanoate OCC1=CC=C(C=C1)NC(CCCC(=O)[O-])=O